mono-2-heptyl phthalate (mono-2-heptyl phthalate) C(CCCCCC)C1(C(C(=O)O)C=CC=C1)C(=O)O.C(C=1C(C(=O)O)=CC=CC1)(=O)OC(C)CCCCC